C(C=C)N1NC2=NC(=NC=C2C1=O)SC 2-allyl-6-methylsulfanyl-1H-pyrazolo[3,4-d]pyrimidin-3-one